NC(C(=O)O)CCNC(C(C)O)=O 2-amino-4-[(2-hydroxy-1-oxopropyl)amino]butyric acid